NC(C(=O)[O-])CC12CC(C1)C2 2-amino-3-(1-bicyclo[1.1.1]pentanyl)propanoate